N1=CN=C(C2=C1NC=C2)NC=2C=C(OCCCCCCCCOC(COC1=C3C(N(C(C3=CC=C1)=O)C1C(NC(CC1)=O)=O)=O)=O)C=CC2 8-(3-(7H-pyrrolo[2,3-d]pyrimidin-4-ylamino)phenoxy)octyl-2-(2-(2,6-dioxopiperidin-3-yl)-1,3-dioxoisoindolin-4-yloxy)acetate